CC(CCC)(CCC(CCCCCCCCC)C)O 4,7-dimethyl-hexadecan-4-ol